CC1(OB(OC1(C)C)C1=CN(C2=NC=CC=C21)C(=O)OCCCC)C butyl 3-(4,4,5,5-tetramethyl-1,3,2-dioxaborolan-2-yl)-1H-pyrrolo[2,3-b]pyridine-1-carboxylate